4-{[5-(1-cyclopropyl-1H-benzo[d][1,2,3]triazol-5-yl)-3-(4-trifluoromethylphenyl)-1H-pyrazol-1-yl]methyl}-N-hydroxybenzamide C1(CC1)N1N=NC2=C1C=CC(=C2)C2=CC(=NN2CC2=CC=C(C(=O)NO)C=C2)C2=CC=C(C=C2)C(F)(F)F